FC1=NN2C(N=CC3=C2C(CC3C(=O)N)(C)C)=C1 2-fluoro-8,8-dimethyl-7,8-dihydro-6H-cyclopenta[e]pyrazolo[1,5-a]pyrimidine-6-carboxamide